2-(2-chlorophenyl)-N-[4-(3-methoxy-1H-1,2,4-triazol-1-yl)-3-sulfamoylphenyl]acetamide tert-Butyl-N-[6-[4-[1-(2-oxoazepan-3-yl)triazol-4-yl]phenyl]hex-5-ynyl]carbamate C(C)(C)(C)OC(NCCCCC#CC1=CC=C(C=C1)C=1N=NN(C1)C1C(NCCCC1)=O)=O.ClC1=C(C=CC=C1)CC(=O)NC1=CC(=C(C=C1)N1N=C(N=C1)OC)S(N)(=O)=O